CC(C(=O)NC1=CC(=CC(=C1)NC(C(C)C)=O)NC(C(CC)(C)C)=O)(CC)C 1,3-bis(2,2-dimethylbutyrylamino)-5-isobutyrylaminobenzene